O=C1C2(CC2)[C@@H]([C@H](N1)C1=CC=CC=C1)NC(=O)C1CC1 |r| N-[rac-((6R,7S)-4-oxo-6-phenyl-5-azaspiro[2.4]hept-7-yl)]cyclopropanecarboxamide